[Cl-].[Cl-].CC(C)=[Hf+2](C1=CC=CC=2C3=CC=CC=C3CC12)C1C=CC=C1 Dimethylmethylene(cyclopentadienyl)(fluorenyl)hafnium dichloride